1-(3-(2-methoxyethyl)-7-morpholino-3H-imidazo[4,5-b]pyridin-5-yl)-3-(m-tolyl)-1H-pyrazole-5-carboxamide COCCN1C=NC=2C1=NC(=CC2N2CCOCC2)N2N=C(C=C2C(=O)N)C=2C=C(C=CC2)C